(1S,2R,3S,5R)-3-((S)-(4-chlorophenyl)fluoromethyl)-5-((E)-4-hydrazineylidene-1,4-dihydro-7H-pyrrolo[2,3-d]pyrimidin-7-yl)cyclopentane-1,2-diol ClC1=CC=C(C=C1)[C@H]([C@@H]1[C@H]([C@H]([C@@H](C1)N1C=CC\2=C1NC=N/C2=N/N)O)O)F